1-[3-(6-amino-1,2-diazin-3-yl)prop-2-ynyl]-3-[2,4-bis(trifluoromethyl)phenyl]-7-fluoro-2,3,4,5-tetrahydro-1H-1-benzazepin-2-one NC1=CC=C(N=N1)C#CCN1C(C(CCC2=C1C=CC(=C2)F)C2=C(C=C(C=C2)C(F)(F)F)C(F)(F)F)=O